C1(CCCCC1)C1CCN(CC1)C1=NC(=NC2=CC=C(C=C12)N(CCO)C)C1(CC1)F 2-((4-(4-cyclohexylpiperidin-1-yl)-2-(1-fluorocyclopropyl)quinazolin-6-yl)(methyl)amino)ethanol